P(=O)(O)(O)O.C(CN)N ethylenediamine phosphate salt